O=C1CCC(CN1C(CC)CC)(C1=NC=CC=C1)CC=O 2-(6-oxo-1-(pentan-3-yl)-3-(pyridin-2-yl)piperidin-3-yl)acetaldehyde